2-[(2-chloro-5-methyl-pyrimidin-4-yl)amino]cyclohexanecarbonitrile ClC1=NC=C(C(=N1)NC1C(CCCC1)C#N)C